FC1=C(C=C(C=C1)C1=CCN(CC1)C(=O)OC(C)(C)C)B1OC(C(O1)(C)C)(C)C tert-butyl 4-(4-fluoro-3-(4,4,5,5-tetramethyl-1,3,2-dioxaborolan-2-yl)phenyl)-5,6-dihydropyridine-1(2H)-carboxylate